4-iodo-octane IC(CCC)CCCC